C(C)(=O)N1CCN(CC1)C1=NC2=C(C=C(C=C2C(N1C)=O)C)C(C)NC=1C(=NC(=CC1)Cl)C(=O)O 3-((1-(2-(4-Acetylpiperazin-1-yl)-3,6-dimethyl-4-oxo-3,4-dihydroquinazolin-8-yl)ethyl)amino)-6-chloropicolinic acid